4-methylcyclopentene CC1CC=CC1